3-((2-methylenehexyl)oxy)propionitrile C=C(COCCC#N)CCCC